methyl 2-({4-[2-(4-chloro-2-fluorophenyl)-2-methyl-1,3-benzodioxol-4-yl] piperidin-1-yl} methyl)-3-(1,3-oxazol-2-ylmethyl)-3H-imidazo[4,5-b]pyridine-5-carboxylate ClC1=CC(=C(C=C1)C1(OC2=C(O1)C=CC=C2C2CCN(CC2)CC2=NC=1C(=NC(=CC1)C(=O)OC)N2CC=2OC=CN2)C)F